OC(CNC(C1=CC=C(C=C1)C(=O)N1C2COCC1CC2)=O)CN2CC=1NC3=CC=CC=C3C1CC2 N-(2-hydroxy-3-{1H,2H,3H,4H,9H-pyrido[3,4-b]indol-2-yl}propyl)-4-({3-oxa-8-azabicyclo[3.2.1]octan-8-yl}carbonyl)benzamide